(S)-2-(3-(5-amino-6-(3-methylisothiazol-5-yl)pyrazin-2-yl)-4-methylphenyl)-3,3,3-trifluoropropane-1,2-diol NC=1N=CC(=NC1C1=CC(=NS1)C)C=1C=C(C=CC1C)[C@](CO)(C(F)(F)F)O